NC=1C2=C(N=CN1)C(=NN2)C=2C=NCCC2 3-(7-amino-1H-pyrazolo[4,3-d]Pyrimidin-3-yl)-5,6-dihydropyridine